1-Ethyl-3-(5-(2-fluoro-5-((4-oxo-7-(trifluoromethoxy)-3,4-dihydrophthalazin-1-yl)methyl)phenyl)-1H-benzimidazol-2-yl)urea C(C)NC(=O)NC1=NC2=C(N1)C=CC(=C2)C2=C(C=CC(=C2)CC2=NNC(C1=CC=C(C=C21)OC(F)(F)F)=O)F